ClC=1C(=NC=CC1S)NCC1=CC=C(C=C1)OC 3-chloro-2-((4-methoxybenzyl)amino)pyridine-4-thiol